2-(4-aminophenyl)-N-(2-(2-(dimethylamino)ethyl)-6-(furan-3-yl)-2H-indazol-5-yl)thiazole-4-carboxamide NC1=CC=C(C=C1)C=1SC=C(N1)C(=O)NC1=CC2=CN(N=C2C=C1C1=COC=C1)CCN(C)C